O=C1NC(CCC1N1C(C2=CC=CC(=C2C1=O)OCC=1SC=C(N1)CN1CCOCC1)=O)=O 2-(2,6-DIOXOPIPERIDIN-3-YL)-4-((4-(MORPHOLINOMETHYL)THIAZOL-2-YL)METHOXY)ISOINDOLINE-1,3-DIONE